2'-[6-amino-5-(difluoromethoxy)pyridin-3-yl]-N-ethyl-5',6'-dihydrospiro[pyrrolidine-3,4'-pyrrolo[1,2-b]pyrazole]-1-carboxamide NC1=C(C=C(C=N1)C=1C=C2N(N1)CCC21CN(CC1)C(=O)NCC)OC(F)F